[N+](=[N-])=CC(CC[C@@H](C(=O)OC(C([2H])([2H])[2H])(C([2H])([2H])[2H])[2H])NC(COCC)=O)=O propan-2-yl-d7 (S)-6-diazo-2-(2-ethoxyacetamido)-5-oxohexanoate